P(=O)([O-])([O-])[O-].[K+].[K+].[K+] potassium orthophosphate salt